COC(C(C)(C)[C@H]1CN(CC1)C(=O)OC(C)(C)C)=O tert-butyl (3S)-3-(1-methoxy-2-methyl-1-oxopropan-2-yl)pyrrolidine-1-carboxylate